7-{5-[1-(2-hydroxyethyl)hexahydropyridin-4-yl]-4,5,6,7-tetrahydro-1H-imidazo[5,4-c]pyridin-2-yl}-4-(pyrazolo[1,5-a]pyridin-3-yl)-2,3-dihydro-1H-isoindol-1-one OCCN1CCC(CC1)N1CC2=C(CC1)NC(=N2)C=2C=CC(=C1CNC(C21)=O)C=2C=NN1C2C=CC=C1